S1(=O)(=O)C(CCC1)(C#N)C#N sulfolanedinitrile